The molecule is a dipeptide composed of L-tyrosine and L-arginine joined by a peptide linkage. It is a conjugate base of a L-tyrosiniumyl-L-arginine(1+). C1=CC(=CC=C1C[C@@H](C(=O)N[C@@H](CCCN=C(N)N)C(=O)O)N)O